FC=1C=C2C(C(=CN(C2=CC1N1[C@H](CCC1)COC1=C(C=CC=C1)C)C1=CC=C(C=C1)O)C(=O)O)=O (R)-6-fluoro-1-(4-hydroxy-phenyl)-4-oxo-7-(2-((o-tolyloxy)methyl)pyrrolidin-1-yl)-1,4-dihydro-quinoline-3-carboxylic acid